5-bromo-6-chloro-2,3-dihydro-1H-inden-4-amine BrC1=C(C=2CCCC2C=C1Cl)N